ethyl 3-((4-ethoxy-6-(1H-pyrazol-1-yl)-1,3,5-triazin-2-yl)amino)propanoate C(C)OC1=NC(=NC(=N1)N1N=CC=C1)NCCC(=O)OCC